4-fluoro-3-(methoxymethoxy)naphthalene-1-ol FC1=C(C=C(C2=CC=CC=C12)O)OCOC